OC1(CCCCC1)C#CC1=NNC2=CC=C(C=C12)C=1C=C(C=NC1)C(C(=O)N)C(C)C (5-(3-((1-hydroxycyclohexyl)ethynyl)-1H-indazol-5-yl)pyridin-3-yl)-3-methylbutanamide